[2-[(1,3-benzothiazol-2-yl(hexyl)hydrazono)methyl]-4-(4-methylcyclohexanecarbonyl)oxy-phenyl] 4-(6-prop-2-enoyloxyhexoxy)benzoate C(C=C)(=O)OCCCCCCOC1=CC=C(C(=O)OC2=C(C=C(C=C2)OC(=O)C2CCC(CC2)C)C=NN(CCCCCC)C=2SC3=C(N2)C=CC=C3)C=C1